N[C@H]1[C@@H](CCC1)C1=CC=C(C=C1)C=1C=2C3=C(C=NC2C(=CC1O)C)SC=C3 trans-9-(4-(2-aminocyclopentyl)phenyl)-8-hydroxy-6-methyl-thieno[2,3-c]quinoline